5-[[3-Carbamoyl-4-[(2-guanidinoacetyl)amino]phenyl]sulfonylamino]thiazol C(N)(=O)C=1C=C(C=CC1NC(CNC(=N)N)=O)S(=O)(=O)NC1=CN=CS1